tert-butyl (2-(4-cyano-2H-1,2,3-triazol-2-yl)ethyl)carbamate C(#N)C1=NN(N=C1)CCNC(OC(C)(C)C)=O